N1C=CC2=CC(=CC=C12)S(=O)(=O)N1N=C(C=C1)C(=O)NC1=CC(=C(C=C1)Cl)F 1-((1H-indol-5-yl)sulfonyl)-N-(4-chloro-3-fluorophenyl)-1H-pyrazole-3-carboxamide